bis(2,4,6-trimethylbenzoyl)-2,4-diisopentyloxyphenylphosphine oxide CC1=C(C(=O)P(C2=C(C=C(C=C2)OCCC(C)C)OCCC(C)C)(C(C2=C(C=C(C=C2C)C)C)=O)=O)C(=CC(=C1)C)C